2-(benzyloxycarbonylamino)hexanedioic acid C(C1=CC=CC=C1)OC(=O)NC(C(=O)O)CCCC(=O)O